ClC1=CC=C(C(=N1)C(=O)O)N[C@H](C)C1=NC(=CC(=C1)C)N1C(OC[C@@H]1CC1=C(C=C(C=C1)F)F)=O 6-Chloro-3-(((R)-1-(6-((S)-4-(2,4-difluorobenzyl)-2-oxooxazolidin-3-yl)-4-methylpyridin-2-yl)ethyl)amino)picolinic acid